C(C)(C)(C)OC(=O)NCC1=NOC=C1C(=O)N[C@H](C(=O)NC1=CC=C(C=C1)C=1C(=[N+](C=CC1C)[O-])C)C1CCCCC1 (S)-3-(4-(2-(3-(((tert-butoxycarbonyl)amino)methyl)isoxazole-4-carboxamido)-2-cyclohexylacetamido)phenyl)-2,4-dimethylpyridine 1-oxide